zinc ethane-1,2-diylbis(dithiocarbamate) C(CNC([S-])=S)NC([S-])=S.[Zn+2]